CN1C[C@@H]([C@H](CC1)NC(=O)C1=CC(=CC=2N(C=NC21)CC(F)(F)F)C#CCNC=2C(OC)=CC(=C(C2)S(=O)(=O)C)F)C N-[(3S,4S)-1-methyl-3-methyl-4-piperidyl]-6-[3-(5-fluoro-4-mesyl-2-anisidino)-1-propynyl]-1-(2,2,2-trifluoroethyl)-1H-1,3-benzimidazole-4-carboxamide